4-benzyl-1,2,3-thiadiazole-5-carboxylic acid-2,6-dimethylphenyl ester CC1=C(C(=CC=C1)C)OC(=O)C1=C(N=NS1)CC1=CC=CC=C1